C(#N)C1=CC=C(C=C1)/C(/C(=O)OC)=C\N(C)C methyl (e)-2-(4-cyanophenyl)-3-(dimethylamino)acrylate